sodium isostearyliminodipropionate C(CCCCCCCCCCCCCCC(C)C)N(CCC(=O)[O-])CCC(=O)[O-].[Na+].[Na+]